(R)-N-(3-(N-(2-aminoethyl)-S-methylamino-sulfinyl)phenyl)-5-chloro-2-((6-fluoro-2-methylpyridin-3-yl)oxy)-4-(trifluoromethyl)benzamide formate C(=O)O.NCCN([S@](=O)C=1C=C(C=CC1)NC(C1=C(C=C(C(=C1)Cl)C(F)(F)F)OC=1C(=NC(=CC1)F)C)=O)C